ClC=1C=C2C=C(NC2=CC1)CNC(N(C)[C@H]1CN(CCC1)C(C(C)OC)=O)=O 3-((5-chloro-1H-indol-2-yl)methyl)-1-((3R)-1-(2-methoxypropanoyl)piperidin-3-yl)-1-methylurea